C(C)(C)C1=C(C=C(C=C1)C)NC(=S)NC(C1=CC=CC=C1)=O N-[(2-isopropyl-5-methyl-phenyl)carbamothioyl]benzamide